BrC=1C=C(C=C(C1)F)N1CCCC1 1-(3-bromo-5-fluorophenyl)pyrrolidine